BrC1=CN(C2=CC(=CC=C12)C1=CC=CC=C1)C(=O)OC(C)(C)C tert-butyl 3-bromo-6-phenyl-1H-indole-1-carboxylate